glycerol borate salt B(O)(O)O.OCC(O)CO